NC=1C=C2CCC(N(C2=CC1)CC1=C(C=CC(=C1)C(F)(F)F)F)=O 6-amino-1-(2-fluoro-5-(trifluoromethyl)benzyl)-3,4-dihydroquinolin-2(1H)-one